N[C@H](C(=O)OCOC(=O)N1[C@@H]2[C@H](CC1)[C@@](NC2)(C(=O)O)CCCCB(O)O)C(C)C (3aS,4R,6aR)-1-((((S)-2-amino-3-methylbutanoyloxy)methoxy)carbonyl)-4-(4-boronobutyl)octahydropyrrolo[3,4-b]pyrrole-4-carboxylic acid